1-(tert-butyl) 4-methyl 4-hydroxypiperidine-1,4-dicarboxylate OC1(CCN(CC1)C(=O)OC(C)(C)C)C(=O)OC